BrC1=CC=C(C=C1)C1(COC1)NS(=O)C(C)(C)C N-[3-(4-bromophenyl)oxetan-3-yl]-2-methyl-propane-2-sulfinamide